2-((1-(tert-butoxycarbonyl)piperidin-4-yl)(ethyl)amino)-4-ethoxypyrimidine-5-carboxylic acid C(C)(C)(C)OC(=O)N1CCC(CC1)N(C1=NC=C(C(=N1)OCC)C(=O)O)CC